C1=NC=CC2=C1CCC2 6,7-Dihydro-5H-cyclopenta[c]pyridine